OC1CN(CCC1)C(C(N1C=NC2=C(C1=S)C=NN2)C2=CC=CC=C2)=O 1-(3-hydroxypiperidin-1-yl)-2-phenyl-2-(4-thioxo-1,4-dihydro-5H-pyrazolo[3,4-d]pyrimidin-5-yl)ethan-1-one